N-[(2R)-1,4-Dioxan-2-ylmethyl]-2'-[(5-methylpyridin-2-yl)methyl]-8'-(trifluoromethyl)-2',5'-dihydrospiro[cyclobutan-1,4'-furo[2,3-g]indazol]-7'-carboxamide O1[C@@H](COCC1)CNC(=O)C1=C(C2=C(CC3(C4=CN(N=C24)CC2=NC=C(C=C2)C)CCC3)O1)C(F)(F)F